O(O)C(C=CC=CC=CC=CC(=O)O)=CCCCCCCCCCCC 10-hydroperoxy-docosapentaenoic acid